7-carboxy-2-(2,2-dimethoxyethylthio)quinoline C(=O)(O)C1=CC=C2C=CC(=NC2=C1)SCC(OC)OC